C1(=CC=CC=C1)N1N=C(C=C1C)C 1-phenyl-3,5-dimethylpyrazole